tert-butyl (3R)-3-[6-[2-(difluoromethyl)-6-methoxy-4-(4,4,5,5-tetramethyl-1,3,2-dioxaborolan-2-yl)phenyl]pyrido[2,3-b]pyrazin-3-yl]piperidine-1-carboxylate FC(C1=C(C(=CC(=C1)B1OC(C(O1)(C)C)(C)C)OC)C=1C=CC=2C(=NC(=CN2)[C@H]2CN(CCC2)C(=O)OC(C)(C)C)N1)F